BrC1=C(C=CC(=C1)F)C=1CCOCC1 4-(2-bromo-4-fluorophenyl)-3,6-dihydro-2H-pyran